1-(furan-2-ylmethylidene)tricosan-12-one O1C(=CC=C1)C=CCCCCCCCCCCC(CCCCCCCCCCC)=O